6-amino-4-(3-methoxypyrrolidin-1-yl)nicotinonitrile NC1=NC=C(C#N)C(=C1)N1CC(CC1)OC